FC1=C(C(=CC=C1F)OC)C1=NC=CC2=C1CN(C2=O)C2=NC(=NC(=C2)C)N2CCNCC2 4-(2,3-difluoro-6-methoxyphenyl)-2-(6-methyl-2-(piperazin-1-yl)pyrimidin-4-yl)-2,3-dihydro-1H-pyrrolo[3,4-c]pyridin-1-one